3-((1-methyl-2-oxo-1,2-dihydropyridin-3-yl)methyl)isoindolin-1-one CN1C(C(=CC=C1)CC1NC(C2=CC=CC=C12)=O)=O